ClCC=1C(=NN(C1C)C1=CC=CC=C1)C 4-(chloromethyl)-3,5-dimethyl-1-phenyl-pyrazole